7-bromo-8-fluoro-2-(((2R,7aS)-2-fluorotetrahydro-1H-pyrrolizin-7a(5H)-yl)methoxy)-6-(trifluoromethyl)quinazoline BrC1=C(C=C2C=NC(=NC2=C1F)OC[C@]12CCCN2C[C@@H](C1)F)C(F)(F)F